(4R)-4-cyano-4-methyl-N-[[2-(1-piperidinyl)-1,6-naphthyridin-7-yl]methyl]isochroman-6-carboxamide C(#N)[C@@]1(COCC2=CC=C(C=C12)C(=O)NCC1=NC=C2C=CC(=NC2=C1)N1CCCCC1)C